ClC1=CC=C(C(=N1)C#C[Si](C(C)C)(C(C)C)C(C)C)O 6-chloro-2-((triisopropylsilyl)ethynyl)pyridin-3-ol